N1=C(C=NC=C1)[C@](C)(C#C)O (S)-2-(pyrazin-2-yl)but-3-yn-2-ol